(E)-N-(4-(2-cyanoethenyl)-2,6-dimethylphenyl)-4-methylbenzene-sulfonamide C(#N)/C=C/C1=CC(=C(C(=C1)C)NS(=O)(=O)C1=CC=C(C=C1)C)C